O=C1N(CCC(N1)=O)C=1C=C(C(=O)OC2=C(C(=C(C(=C2F)F)F)F)F)C=CC1OCC pentafluorophenyl 3-(2,4-dioxotetrahydropyrimidin-1(2H)-yl)-4-ethoxybenzoate